2-[(4-acetylpiperazin-1-yl)methyl]-5-chloro-7,8-dihydro-6H-spiro[[1,3]oxazolo[5,4-f]quinazoline-9,1'-cyclohexan]-7-one C(C)(=O)N1CCN(CC1)CC=1OC2=C3C(=C(C=C2N1)Cl)NC(NC31CCCCC1)=O